((5-amino-3-ethyl-8-(1-(1'-methyl-[1,4'-bipiperidin]-4-yl)-1H-pyrazol-4-yl)pyrido[3,4-b]pyrazin-2-yl)amino)cyclopentan-1-ol NC1=NC=C(C=2C1=NC(=C(N2)NC2(CCCC2)O)CC)C=2C=NN(C2)C2CCN(CC2)C2CCN(CC2)C